(rac)-benzyl trans-4-allyl-1-(2-amino-3,4-dioxocyclobut-1-en-1-yl)-3-azidopyrrolidine-3-carboxylate C(C=C)[C@H]1[C@](CN(C1)C1=C(C(C1=O)=O)N)(C(=O)OCC1=CC=CC=C1)N=[N+]=[N-] |r|